tert-butyl ((E)-4-(dimethylamino)-4-oxobut-2-en-1-yl)(2-(4-((E)-4,4,4-trifluoro-1-(3-fluoro-1-(tetrahydro-2H-pyran-2-yl)-1H-indazol-5-yl)-2-phenylbut-1-en-1-yl)phenoxy)ethyl)carbamate CN(C(/C=C/CN(C(OC(C)(C)C)=O)CCOC1=CC=C(C=C1)/C(=C(/CC(F)(F)F)\C1=CC=CC=C1)/C=1C=C2C(=NN(C2=CC1)C1OCCCC1)F)=O)C